N5-(3-((2r,5S)-5-Amino-1,3-dioxan-2-yl)propyl)-N3-methyl-1-((S)-1-phenylethyl)-1H-pyrazole-3,5-dicarboxamide NC1COC(OC1)CCCNC(=O)C1=CC(=NN1[C@@H](C)C1=CC=CC=C1)C(=O)NC